C(C)(C)(C)C=1C=CC=2N(C3=CC=C(C=C3C2C1)C(C)(C)C)CCCP(O)(O)=O [3-(3,6-di-tert-butyl-9H-carbazol-9-yl)propyl]phosphonic acid